(1R,5S,6r)-N'-acetyl-3-[(5-isopropyl-1H-pyrazol-3-yl)carbonyl]-3-azabicyclo[3.1.0]Hexane-6-carboxylic acid hydrazide C(C)(=O)NNC(=O)C1[C@H]2CN(C[C@@H]12)C(=O)C1=NNC(=C1)C(C)C